4-((5-chloro-4-(1-isopropyl-1H-pyrazol-4-yl)pyrimidin-2-yl)amino)-N-(4-ethylphenyl)-3-methoxybenzamide ClC=1C(=NC(=NC1)NC1=C(C=C(C(=O)NC2=CC=C(C=C2)CC)C=C1)OC)C=1C=NN(C1)C(C)C